C(C1=CC=CC=C1)OC1=C2N=CC=NC2=C(C=C1CNC(OC(C)(C)C)=O)C1=CC=C(C=C1)OC(F)(F)F tert-butyl ((5-(benzyloxy)-8-(4-(trifluoromethoxy)phenyl)quinoxalin-6-yl)methyl)carbamate